ClC1=CC(=CC(=N1)N1CCN(CC1)S(=O)(=O)C1=CC=C2CCNC2=C1)C(F)(F)F 6-[4-[6-chloro-4-(trifluoromethyl)-2-pyridinyl]piperazin-1-yl]sulfonylindoline